OC(CCCC(=O)OCCCCC(CCCCCCCCCCCC)CCCCCCCCCCCC)CCCCCCC 5-Dodecylheptadecyl 5-Hydroxydodecanoate